C(C)(=O)C1=CC=C(N=N1)OC1=CC=C(C=C1)C(C)(C)C1=CC=C(OC2CC(C2)NC(OC(C)(C)C)=O)C=C1 tert-butyl ((1s,3s)-3-(4-(2-(4-((6-acetylpyridazine-3-yl)oxy)phenyl)propan-2-yl)phenoxy)cyclobutyl)carbamate